[Si](C)(C)(C(C)(C)C)OC1CN(C1)CCCF 3-((tert-butyldimethylsilyl)oxy)-1-(3-fluoropropyl)azetidine